ClC=1C2=C(N=CN1)N(CC2(C)C)CC2=C(C=C(C=C2)OC)OC 4-chloro-7-(2,4-dimethoxybenzyl)-5,5-dimethyl-6,7-dihydro-5H-pyrrolo[2,3-d]pyrimidine